ethyl (S)-3-(benzyl((R)-1-phenylethyl)amino)-3-(2',4',5-trifluorobiphenyl-3-yl)propanoate C(C1=CC=CC=C1)N([C@@H](CC(=O)OCC)C=1C=C(C=C(C1)F)C1=C(C=C(C=C1)F)F)[C@H](C)C1=CC=CC=C1